4-((2-ethoxy-2-oxoethyl)thio)butyric acid ethyl ester C(C)OC(CCCSCC(=O)OCC)=O